OC1=C(N=NC2=CC(=CC=C12)Cl)C(=O)O 4-hydroxy-7-chlorocinnoline-3-carboxylic acid